(1r,4r)-4-((4-(5-(Cyclopropylmethyl)-1-methyl-1H-1,2,3-triazol-4-yl)pyrimidin-2-yl)amino)cyclohexan-1-ol C1(CC1)CC1=C(N=NN1C)C1=NC(=NC=C1)NC1CCC(CC1)O